Diethyl 2-(6-(3-(4-(tert-butoxycarbonyl)piperazin-1-yl)propoxy)pyridin-3-yl)malonate C(C)(C)(C)OC(=O)N1CCN(CC1)CCCOC1=CC=C(C=N1)C(C(=O)OCC)C(=O)OCC